S1C=C(C=C1)C1(CCCCC1)CO (1-(thiophen-3-yl)cyclohexyl)methanol